[N+]=1(C(=C[N+](=C2C=CC=CC12)[O-])C#N)[O-] quinoxalin-2-carbonitrile 1,4-dioxide